2-{7-[(8s,9s)-9-fluoro-5-azaspiro[3.5]non-8-yl]-7H-pyrrolo[2,3-c]pyridazin-3-yl}-5-(1H-1,2,3-triazol-1-yl)phenol F[C@H]1[C@H](CCNC12CCC2)N2C=CC1=C2N=NC(=C1)C1=C(C=C(C=C1)N1N=NC=C1)O